2-({3-[(1E)-2-(pyridin-2-yl)vinyl]-1H-indazol-6-yl}thio)-N-methylbenzamide N1=C(C=CC=C1)/C=C/C1=NNC2=CC(=CC=C12)SC1=C(C(=O)NC)C=CC=C1